benzyl 2-oxooctahydro-6H-pyrido[3,4-b][1,4]oxazine-6-carboxylate O=C1NC2C(OC1)CN(CC2)C(=O)OCC2=CC=CC=C2